tert-butyl 3-[3-[3-(dimethylamino)propyl]-6-[8-ethynyl-7-fluoro-3-(methoxymethoxy)-1-naphthyl]-5-fluoro-4-methyl-2,7-naphthyridin-1-yl]-3,8-diazabicyclo[3.2.1]octane-8-carboxylate CN(CCCC=1N=C(C2=CN=C(C(=C2C1C)F)C1=CC(=CC2=CC=C(C(=C12)C#C)F)OCOC)N1CC2CCC(C1)N2C(=O)OC(C)(C)C)C